3-(4-Chloro-phenyl)-adamantane ClC1=CC=C(C=C1)C12CC3CC(CC(C1)C3)C2